1H-indole formate C(=O)O.N1C=CC2=CC=CC=C12